Tert-butyl 6-(3-(2,6-dichlorophenyl)-4-oxo-3,4-dihydro-2H-pyrimido[5,4-e][1,3]oxazin-7-ylamino)-1,1-dimethyl-3,4-dihydroisoquinoline-2(1H)-carboxylate ClC1=C(C(=CC=C1)Cl)N1COC2=C(C1=O)C=NC(=N2)NC=2C=C1CCN(C(C1=CC2)(C)C)C(=O)OC(C)(C)C